2-Hydroxyethyl (trans-4-((3-(2-cyclopropylthiazol-5-yl)phenyl)((trans-4-(4-methoxy-3-methylphenyl)cyclohexyl)methyl)carbamoyl)cyclohexyl)carbamate C1(CC1)C=1SC(=CN1)C=1C=C(C=CC1)N(C(=O)[C@@H]1CC[C@H](CC1)NC(OCCO)=O)C[C@@H]1CC[C@H](CC1)C1=CC(=C(C=C1)OC)C